Trans-4-(methylcarbamoyl)cyclohexanecarboxylic acid methyl ester COC(=O)[C@@H]1CC[C@H](CC1)C(NC)=O